ClC=1C=CC(=C(C=O)C1)C1=CN=CS1 5-chloro-2-(thiazol-5-yl)benzaldehyde